3-bromo-5-fluoro-4-methylpyridine BrC=1C=NC=C(C1C)F